NC1=NC=CC(=C1)COC=1C(=NC=C(N1)C=1C=C2CCN(CC2=C(C1)C)C)N 3-((2-aminopyridin-4-yl)methoxy)-5-(2,8-dimethyl-1,2,3,4-tetrahydroisoquinolin-6-yl)pyrazin-2-amine